(E)-3-(3-Ethoxy-4-hydroxyphenyl)-1-(4-fluorophenyl)prop-2-en-1-one C(C)OC=1C=C(C=CC1O)/C=C/C(=O)C1=CC=C(C=C1)F